tert-butyl-4-[(6-bromopyridin-2-yl)oxy]piperidine-1-carboxylate C(C)(C)(C)OC(=O)N1CCC(CC1)OC1=NC(=CC=C1)Br